ClC=1C=C2C(=NC1)[C@]1([C@@](O2)([C@@H]([C@H]([C@H]1O)S(=O)(=O)N1CCCC1)C1=CC=CC=C1)C1=CC=C(C#N)C=C1)O 4-((5aR,6S,7R,8S,8aS)-3-Chloro-8,8a-dihydroxy-6-phenyl-7-(pyrrolidin-1-ylsulfonyl)-6,7,8,8a-tetrahydro-5aH-cyclopenta[4,5]furo[3,2-b]pyridin-5a-yl)benzonitrile